CN1OC(C2C1C(CC(C2)(C2=CC=CC1=CC=CC=C21)C)C)(C)C 1,3,3,5,7-Pentamethyl-5-(naphthalin-1-yl)octahydrobenzo[c]isoxazol